2-hydroxy-3-allyloxypropanesulfonic acid OC(CS(=O)(=O)O)COCC=C